NC1=C(C(=NN1C1CC(C1)(C(=O)O)C)C1=CC=C2C=CC(=NC2=C1)C1=CC=CC=C1)C(N)=O (1r,3r)-3-(5-amino-4-carbamoyl-3-(2-phenylquinolin-7-yl)-1H-pyrazol-1-yl)-1-methylcyclobutane-1-carboxylic acid